BrC1=CC(=C2C=NN(C2=C1OC)C(C([2H])([2H])[2H])([2H])[2H])F 6-Bromo-4-fluoro-7-methoxy-1-(1,1,2,2,2-pentadeuterioethyl)indazole